C(=O)(O)C1=C(C(=C(C(=C1C(=O)O)C#N)C(=O)O)C(=O)O)C#N 2,3,5,6-tetracarboxyl-1,4-dicyanobenzene